CC1NC1 2-methylaziridine